2-(Piperidin-4-yl)acetamide, hydrochloride Cl.N1CCC(CC1)CC(=O)N